2,2',5-tris(chloromethyl)-1,1'-biphenyl ClCC1=C(C=C(C=C1)CCl)C1=C(C=CC=C1)CCl